C(#N)C=1C=C(SC1)[C@H](CC(C)C)N[S@@](=O)C(C)(C)C (S)-N-((S)-1-(4-cyanothiophen-2-yl)-3-methylbutyl)-2-methylpropan-2-sulfinamide